FC1=CC=C(C=C1)C1C(NCC(C1)(C1=CC=CC=C1)C)=O 3-(4-fluorophenyl)-5-methyl-5-phenylpiperidin-2-one